N[C@H]1C[C@H](C1)OC=1C(=NC=CC1)C(=O)NC=1C=C2CN(C(C2=CC1)=O)C1C(NC(CC1)=O)=O (cis-3-Aminocyclobutoxy)-N-(2-(2,6-dioxopiperidin-3-yl)-1-oxoisoindolin-5-yl)picolinamide